COCCC[N+](=O)[O-] 1-Methoxy-3-nitropropane